FC=1C=CC(=C2C=NN(C12)COCC[Si](C)(C)C)C(CO)O (E)-1-(7-fluoro-1-((2-(trimethylsilyl)ethoxy)methyl)-1H-indazol-4-yl)ethane-1,2-diol